FC1=CC=C(CCNC2=NC=CC(=C2)C=2C=C3C(=NNC3=CC2)N)C=C1 5-(2-((4-fluorophenethyl)amino)pyridin-4-yl)-1H-indazol-3-amine